2H-tetrazol-5-yl-(methyl)-6-hexyl-N-methyl-4-phenylquinolin-2-amine N=1NN=NC1C1=C2C(=C(C(=NC2=CC=C1CCCCCC)NC)C)C1=CC=CC=C1